[N+](=O)([O-])C1=C(C(=CC(=C1)C(Cl)Cl)[N+](=O)[O-])C(Cl)Cl 2,6-dinitro-1,4-bis(dichloromethyl)benzene